CC1=CC(=NC=C1OC1=CC(=C2C(=N1)N(C=N2)C)NC2=NC=C(C=C2)C(=O)N2C(C(N(C(C2([2H])[2H])([2H])[2H])C)([2H])[2H])([2H])[2H])C#N 4-methyl-5-[3-methyl-7-[[5-(2,2,3,3,5,5,6,6-octadeuterio-4-methyl-piperazine-1-carbonyl)-2-pyridyl]amino]imidazo[4,5-b]pyridin-5-yl]oxy-pyridine-2-carbonitrile